12-hydroxystearyl-amine OC(CCCCCCCCCCCN)CCCCCC